3-fluorophenyl-acetic acid methyl ester COC(CC1=CC(=CC=C1)F)=O